4-epoxycyclohexylmethyl-3,4-epoxycyclohexenecarboxylate C12(C(CCCC1)O2)CC21C(C=C(CC2)C(=O)[O-])O1